diethyltolueneamine C(C)C(C1=CC=CC=C1)(N)CC